Ethyl-5-(4-amino-7-methyl-5-(4-((4-methylpyrimidin-2-yl)oxy)phenyl)-7H-pyrrolo[2,3-d]pyrimidin-6-yl)-1-methyl-1H-pyrazole-3-carboxylate C(C)OC(=O)C1=NN(C(=C1)C1=C(C2=C(N=CN=C2N)N1C)C1=CC=C(C=C1)OC1=NC=CC(=N1)C)C